1-amino-2-bromo-5-fluoropyridin-1-ium 2,4,6-trimethylbenzenesulphonate CC1=C(C(=CC(=C1)C)C)S(=O)(=O)[O-].N[N+]1=C(C=CC(=C1)F)Br